[I-].ICCC[N+](C)(C)C 3-iodopropyl-trimethylammonium iodide